(S)-2-((4-(6-((4-cyano-2-fluorobenzyl)oxy)pyridin-2-yl)-5,6-dihydro-1,2,4-triazin-1(4H)-yl)methyl)-1-(oxetan-2-ylmethyl)-1H-thiophene C(#N)C1=CC(=C(COC2=CC=CC(=N2)N2C=NN(CC2)CC=2S(C=CC2)C[C@H]2OCC2)C=C1)F